bis-(2-anilino-4-(N-methyl-N-2-hydroxy-ethylamino)-s-triazin-6-ylamino)stilbene-2,2'-disulfonic acid N(C1=CC=CC=C1)C1=NC(=NC(=N1)N(CCO)C)NC(=C(C=1C(=CC=CC1)S(=O)(=O)O)NC1=NC(=NC(=N1)NC1=CC=CC=C1)N(C)CCO)C=1C(=CC=CC1)S(=O)(=O)O